[V].[Ni].NC(CCCCCCCC)(N)N triaminononane nickel-vanadium